7H-pyrrolo[2,3-d]pyrimidin-5-carbonitrile N1=CN=CC2=C1NC=C2C#N